BrC1=CC=2C3=C(NC2C=C1)C(=NC(=N3)Cl)NC3CCC(CC3)CP(OC)(OC)=O dimethyl ((4-((8-bromo-2-chloro-5H-pyrimido[5,4-b]indol-4-yl)amino)cyclohexyl)methyl)phosphonate